FC1=C(OC=2C=NC=3CCN(CC3C2)C=2C3=C(N=CN2)SC(=C3)C)C=CC=C1 4-[3-(2-fluorophenoxy)-7,8-dihydro-5H-1,6-naphthyridin-6-yl]-6-methyl-thieno[2,3-d]pyrimidine